(E)-3-(5-Fluoro-1H-indazol-6-yl)-N-(5-fluoro-4-methyl-2-(trifluoromethyl)pyridin-3-yl)acrylamide FC=1C=C2C=NNC2=CC1/C=C/C(=O)NC=1C(=NC=C(C1C)F)C(F)(F)F